CC[C@]1(C[C@@H](C2=C(C1)C(=C3C(=C2O)C(=O)C4=C(C3=O)C=CC=C4O)O)O[C@H]5C[C@@H]([C@@H]([C@@H](O5)C)O)N)O The molecule is a cytotoxic anthracycline antibiotic that is produced by Streptomyces peucetius var. carminatus (a biochemical mutant of Streptomyces peucetius var. caesius), and is active against P-388 murine leukemia. It has a role as an antineoplastic agent and a bacterial metabolite. It is an anthracycline antibiotic, an aminoglycoside antibiotic, a member of p-quinones, a member of tetracenequinones and a tertiary alcohol. It is a conjugate base of a 13-deoxycarminomycin(1+). It derives from a hydride of a tetracene.